(4-(3-(dibutylamino)propoxy)phenyl)methanone C(CCC)N(CCCOC1=CC=C(C=C1)C=O)CCCC